N-((8-methylquinoxalin-6-yl)methyl)-4-(piperazin-1-yl)pyridin-3-amine CC=1C=C(C=C2N=CC=NC12)CNC=1C=NC=CC1N1CCNCC1